6,7-dihydro-pyrimidino[6,1-a]isoquinolin C=1C=NCN2C1C1=CC=CC=C1CC2